5-Bromo-6-quinolinamine BrC1=C2C=CC=NC2=CC=C1N